C(N)(=O)[C@@H]1[C@H](C1)C1=CC(=NC(=C1)OC)NC(OC(C)(C)C)=O |r| rac-tert-butyl (4-((1S*,2S*)-2-carbamoylcyclopropyl)-6-methoxypyridin-2-yl)carbamate